Zinc ammonium thiocyanate [S-]C#N.[NH4+].[Zn]